N1,N6-dihexyl-2,3,4,5-tetrahydroxyhexanediamide C(CCCCC)NC(C(C(C(C(C(=O)NCCCCCC)O)O)O)O)=O